n-triacontyl pentanoate C(CCCC)(=O)OCCCCCCCCCCCCCCCCCCCCCCCCCCCCCC